C1(CC1)C1=CC=CC2=C1NC(=NS2(=O)=O)NC2=CC=C(C=C2)C(C)C 5-cyclopropyl-3-((4-isopropylphenyl)amino)-4H-benzo[e][1,2,4]thiadiazine 1,1-dioxide